NC1=NC=C(C2=C1C=NN2)NC(C(=O)N2[C@H](CC[C@@H](C2)C)C2=CC1=CC=CC=C1C=C2)=O N-(4-amino-1H-pyrazolo[4,3-c]pyridin-7-yl)-2-((2R,5S)-5-methyl-2-(naphthalen-2-yl)piperidin-1-yl)-2-oxoacetamide